5-chloro-4,6-dimethyl-N-(3-methylsulfonyl-phenyl)-2-(1-piperidyl)pyridine-3-carboxamide ClC=1C(=C(C(=NC1C)N1CCCCC1)C(=O)NC1=CC(=CC=C1)S(=O)(=O)C)C